CC(CS(=O)(=O)ONC(C=C)=O)C.[Na] sodium acrylamido 2-methylpropanesulfonate